O=C1CC[C@H](N1)[C@@H](C)OC1=NC=CC2=CC(=C(C=C12)OC(C)C)C(=O)N 1-{(1R)-1-[(2S)-5-oxopyrrolidin-2-yl]ethoxy}-7-(propan-2-yloxy)isoquinoline-6-carboxamide